C1(CCCCCC1)[C@@H](C(=O)NC=1C=NC(=CC1)C=1C(=NN(C1C)COCC[Si](C)(C)C)C)NC(OC(C)(C)C)=O tert-butyl (S)-(1-cycloheptyl-2-((6-(3,5-dimethyl-1-((2-(trimethylsilyl)ethoxy)methyl)-1H-pyrazol-4-yl)pyridin-3-yl)amino)-2-oxoethyl)carbamate